COC1=C(C(=O)NS(=O)(=O)C2=CC=C(C=C2)NC(=O)NC)C=CC=C1 1-[4-(N-2-methoxybenzoylsulfamoyl)phenyl]-3-methylurea